tripenTaerythritol OCC(CO)(COCC(CO)(COCC(CO)(CO)CO)CO)CO